O=C1N(CCC1)[C@@H]1C(=NN(C1)C(=O)N[C@H](C)C=1C=NC(=NC1)C(F)(F)F)C1=CC=C(C=C1)C (S)-4-(2-oxopyrrolidin-1-yl)-3-(4-methylphenyl)-N-((R)-1-(2-(trifluoromethyl)pyrimidin-5-yl)ethyl)-4,5-dihydro-1H-pyrazol-1-carboxamide